C(C)(C)(C)N1N=C(C=C1[C@@H]1C[C@@H](CC1)O)NC1=C(C=C(C=C1)S(=O)(=O)NCCOCCNC(OC(C)(C)C)=O)F tert-butyl (2-(2-((4-((1-(tert-butyl)-5-((1S,3R)-3-hydroxycyclopentyl)-1H-pyrazol-3-yl)amino)-3-fluorophenyl)sulfonamido)ethoxy)ethyl)carbamate